C(CCC)N1C(N(C(C(C1=O)=C(N)N)=O)C1CCC2(CN(C2)S(=O)(=N[Si](C)(C)C(C)(C)C)C)CC1)=O 1-butyl-3-(2-(N-(tert-butyldimethylsilyl)-S-methylsulfonimidoyl)-2-azaspiro[3.5]nonan-7-yl)-5-(diaminomethylene)pyrimidine-2,4,6(1H,3H,5H)-trione